BrC1=CC(=CC=2C(N(C3=NC(=CC=C3C21)F)C)=O)C 10-Bromo-3-fluoro-5,8-dimethyl-benzo[c][1,8]naphthyridin-6-one